N-((8-hydroxyquinolin-5-yl)methyl)-N-methylcarbamate OC=1C=CC(=C2C=CC=NC12)CN(C([O-])=O)C